(R)-N-((2R,3R,4R,5S,6S)-6-((7H-purin-6-yl)amino)-4,5-dihydroxy-2-(hydroxymethyl)tetrahydro-2H-pyran-3-yl)-1-pentadecanoylpyrrolidine-2-carboxamide N1=CN=C2N=CNC2=C1N[C@@H]1[C@H]([C@@H]([C@H]([C@@H](O1)CO)NC(=O)[C@@H]1N(CCC1)C(CCCCCCCCCCCCCC)=O)O)O